C(C)C1=NC2=C(N1C1=NC(=C3N=C(N(C3=N1)C)CN1C(CN(CC1)C(C(C)C)=O)=O)N1CCOCC1)C=CC=C2 1-((2-(2-ethyl-1H-benzoimidazol-1-yl)-9-methyl-6-morpholinyl-9H-purin-8-yl)methyl)-4-isobutyrylpiperazin-2-one